C(C)(C)N1N=CC=C1 2-Isopropyl-pyrazole